CC(ON[C@H](COCC1=CC=CC=C1)C(=O)N1CCC2(CC1)CN(C1=CC=CC=C12)S(=O)(=O)C)(NOOCC)C (4R,11R)-7,7-Dimethyl-4-(1-(methylsulfonyl)spiro[indole-3,4'-piperidine]-1'-carbonyl)-6,9-diOxa-1-phenyl-2,10-dioxa-5,8-diazadodecane